N-[(3R)-1'-(5-bromopyrazin-2-yl)-5-fluoro-3H-spiro[1-benzofuran-2,4'-piperidin]-3-yl]carbamic acid tert-butyl ester C(C)(C)(C)OC(N[C@@H]1C2=C(OC13CCN(CC3)C3=NC=C(N=C3)Br)C=CC(=C2)F)=O